7-fluoro-2H-benzo[b][1,4]thiazin-3(4H)-one FC=1C=CC2=C(SCC(N2)=O)C1